C(C1=CC=CC=C1)OC1=NC(=NC(=C1)C)C(C)(F)F 4-(Benzyloxy)-2-(1,1-difluoroethyl)-6-methylpyrimidine